3-bromofluorenone BrC1=CC(C2=CC3=CC=CC=C3C2=C1)=O